BrC1=CC(=C(OC2CCC3(CCN(CC3)C(=O)OC(C)(C)C)CC2)C=C1)I tert-butyl 9-(4-bromo-2-iodophenoxy)-3-azaspiro[5.5]undecane-3-carboxylate